(R)-N-(3-(2-(((R)-1-hydroxypropan-2-yl)oxy)-6-morpholinopyridin-4-yl)-4-methylphenyl)-3-(2,2,2-trifluoroethyl)pyrrolidine-1-carboxamide OC[C@@H](C)OC1=NC(=CC(=C1)C=1C=C(C=CC1C)NC(=O)N1C[C@H](CC1)CC(F)(F)F)N1CCOCC1